12-(5-{[(10E)-1-oxooctadec-9-enyl] oxy} pentyl)-3-methyl-10-oxo-3,9-diaza-6,11-dioxaheptadecan-17-yl (10E)-octadec-9-enoate C(CCCCCCC\C=C\CCCCCCCC)(=O)OCCCCCC(OC(NCCOCCN(CC)C)=O)CCCCCOC(CCCCCCC\C=C\CCCCCCCC)=O